(2-(2-ethoxyethoxy)ethanol), monohydrate O.C(C)OCCOCCO